methanol copper-palladium-boron [B].[Pd].[Cu].CO